4-(2-methylpropyl)-1,1'-biphenyl CC(CC1=CC=C(C=C1)C1=CC=CC=C1)C